C(C)(C)(C)OC(=O)N1CCN(CC1)CC=1C=C(C=C(C1)C(F)(F)F)N1CCC(CC1)(C(=O)O)C 1-(3-((4-(tert-butoxycarbonyl)piperazin-1-yl)methyl)-5-(trifluoromethyl)phenyl)-4-methylpiperidine-4-carboxylic acid